CC(CO)CC(CC(C)C)C 2,4,6-trimethyl-1-heptanol